5-bromo-4-fluoro-2,3-dihydrobenzo[d]isothiazol 1,1-dioxide BrC=1C=CC2=C(CNS2(=O)=O)C1F